C(C)(C)OC(=O)CCCCCCCOC=1C2=CC=CC=C2C(=C2C=CC=CC12)OCCCCCCCC(=O)OC(C)C 9,10-bis(isopropoxycarbonylheptyleneoxy)anthracene